tert-Butyl (S)-3-(2',4'-Difluorobiphenyl-4-yl)-3-(3-(4-hydroxy-1-methyl-2-oxo-1,2-dihydropyridin-3-yl)ureido)propanoat FC1=C(C=CC(=C1)F)C1=CC=C(C=C1)[C@H](CC(=O)OC(C)(C)C)NC(=O)NC=1C(N(C=CC1O)C)=O